CC1=CC(=C(C=C1OC)CCNCC1=C(C=CC=C1)OC)OC 2-(4-methyl-2,5-dimethoxyphenyl)-N-[(2-methoxyphenyl)methyl]ethanamine